N-(5-Chloro-6-(thiazol-2-yl)pyridin-3-yl)-1-(isochinolin-4-yl)-5-(trifluoromethyl)-1H-pyrazol-4-carboxamid ClC=1C=C(C=NC1C=1SC=CN1)NC(=O)C=1C=NN(C1C(F)(F)F)C1=CN=CC2=CC=CC=C12